ethyl 2-(((2S,5R)-2-(2-acetylhydrazinecarbonyl)-3-methyl-7-oxo-1,6-diazabicyclo[3.2.1]oct-3-en-6-yl) oxy)-2-fluoroacetate C(C)(=O)NNC(=O)[C@H]1N2C(N([C@H](C=C1C)C2)OC(C(=O)OCC)F)=O